Allyl 1-(9H-fluoren-9-yl)-14,14-dimethyl-3-oxo-12,12-diphenyl-2,11,13-trioxa-4-aza-12-silahexadecan-16-oate C1=CC=CC=2C3=CC=CC=C3C(C12)COC(NCCCCCCO[Si](OC(CC(=O)OCC=C)(C)C)(C1=CC=CC=C1)C1=CC=CC=C1)=O